n-Butyl-3-hydroxybutyrate C(CCC)OC(CC(C)O)=O